C1C(CC12CNCC2)COC2=CC=1N(C=C2)C=CN1 7-((6-azaspiro[3.4]octan-2-yl)methoxy)imidazo[1,2-a]pyridine